BrC=1C=CC=2N(C3=CC=C(C=C3SC2C1)Br)CCCCCC 3,7-dibromo-10-hexyl-10H-phenothiazine